4-(oct-7-en-1-yloxy)-N-phenylaniline C(CCCCCC=C)OC1=CC=C(NC2=CC=CC=C2)C=C1